CN1CCC(CC1)C1=C(N(C=C1)S(N)(=O)=O)C(=O)O 3-(1-Methyl-4-piperidyl)-1-sulfamoyl-pyrrole-2-carboxylic acid